4-nitrobenzyl ((1R,3S)-3-(((1R,3S)-3-mercaptocyclobutyl)amino)cyclopentyl)carbamate SC1CC(C1)N[C@@H]1C[C@@H](CC1)NC(OCC1=CC=C(C=C1)[N+](=O)[O-])=O